Di-(2,6-diisopropylphenyl)carbodiimide C(C)(C)C1=C(C(=CC=C1)C(C)C)N=C=NC1=C(C=CC=C1C(C)C)C(C)C